thiobis(2-tert-butyl-5-methylphenol) S(C=1C(=C(C=C(C1)C)O)C(C)(C)C)C=1C(=C(C=C(C1)C)O)C(C)(C)C